1-hexyl-3-methyl-imidazolium C(CCCCC)N1C=[N+](C=C1)C